FC1=CC=C(C=C1)C1=CC=C(C(=O)N)C=C1 4-(4-fluorophenyl)benzamide